(6aR,9R)-9-[5-(4-chloro-1H-pyrrol-2-yl)-1,2,4-oxadiazol-3-yl]-3-fluoro-6,6a,7,8,9,10-hexahydrodipyrido[1,2-a:4',3'-e]azepin-12(5H)-one ClC=1C=C(NC1)C1=NC(=NO1)[C@@H]1CC[C@H]2N(C(C3=C(CC2)C=C(N=C3)F)=O)C1